[2H]C([2H])([2H])N1C=NC2=C1C(=O)N(C(=O)N2C([2H])([2H])[2H])C([2H])([2H])[2H] Caffeine-d9